(4-benzylpiperidin-1-yl)-(2-methoxy-4-methylsulfanylphenyl)methanone C(C1=CC=CC=C1)C1CCN(CC1)C(=O)C1=C(C=C(C=C1)SC)OC